ClC1=CC(=C(C=C1)C1=NC(=CC=2N=C(N(C(C21)=O)C)C)N2C[C@@H](C(CC2)(F)F)C=2C=NN(C2)C)F 5-(4-chloro-2-fluoro-phenyl)-7-((3S)-4,4-difluoro-3-(1-methyl-1H-pyrazol-4-yl)-1-piperidinyl)-2,3-dimethylpyrido[4,3-d]pyrimidin-4(3H)-one